dodecandioic acid-glutaramide salt C(CCCC(=O)N)(=O)N.C(CCCCCCCCCCC(=O)O)(=O)O